C(CCCCCCCCCCCCCCCC)(=O)OCCCCCCCC\C=C\C\C=C/CCCCC trans-linoleyl heptadecanoate